C(C1=CC=CC=C1)N1CCC(=CC1)CNC(=O)NC1=CC(=C2C=CNC2=C1)Cl 1-[(1-benzyl-1,2,3,6-tetrahydropyridin-4-yl)methyl]-3-(4-chloro-1H-indol-6-yl)urea